(morpholin-4-yl){4-[(7-trifluoromethylquinolin-4-yl)amino]Phenyl}methanone N1(CCOCC1)C(=O)C1=CC=C(C=C1)NC1=CC=NC2=CC(=CC=C12)C(F)(F)F